2-(7-(5-(chlorodifluoromethyl)-1,2,4-oxadiazol-3-yl)imidazo[1,2-a]pyridin-2-yl)-N-(methyl((1-methyl-1H-imidazol-4-yl)methyl)(oxo)-λ6-sulfaneylidene)acetamide ClC(C1=NC(=NO1)C1=CC=2N(C=C1)C=C(N2)CC(=O)N=S(=O)(CC=2N=CN(C2)C)C)(F)F